fluorenylmethoxycarbonyl-N-trityl-L-cysteine C1(=CC=CC=2C3=CC=CC=C3CC12)COC(=O)N([C@@H](CS)C(=O)O)C(C1=CC=CC=C1)(C1=CC=CC=C1)C1=CC=CC=C1